C(C1=CC=CC=C1)N1C(=NC(=C1)C1=C(C=CC(=C1)F)F)[C@@H](C(C)(C)C)N(CCCNC([C@@H](N)C)=O)C(CO)=O N-{3-[{(1R)-1-[1-benzyl-4-(2,5-difluorophenyl)-1H-imidazol-2-yl]-2,2-dimethylpropyl}(glycoloyl)amino]propyl}-L-alaninamid